oxalic acid mono-2-butynyl monopropyl ester C(CC)OC(C(=O)OCC#CC)=O